Ortho-tertbutyl-cyclohexanol C(C)(C)(C)C1C(CCCC1)O